C(C=C)(=O)OCCCCCCOC1=CC=C(C(=O)OC2=C(C=C(C=C2)OC(C2=CC=C(C=C2)OCCCCCCOC(C=C)=O)=O)C)C=C1 1,4-bis[4-(6-acryloyloxyhexyloxy)benzoyloxy]-2-methylbenzene